1,3-dihydro-2H-imidazol-2-one hydrochloride Cl.N1C(NC=C1)=O